2-((2-((4-(((3-(1-acryloylpiperidin-3-yl)phenyl)amino)methyl)phenyl)amino)-5-(trifluoromethyl)pyrimidine-4-yl)amino)-N-methylbenzamide C(C=C)(=O)N1CC(CCC1)C=1C=C(C=CC1)NCC1=CC=C(C=C1)NC1=NC=C(C(=N1)NC1=C(C(=O)NC)C=CC=C1)C(F)(F)F